OC1=C(C=CC=C1)C1=CC2=C(N=N1)NC1=C2[C@H](N(CC1)C1CCC(CC1)N1CCC(CC1)CN1CCN(CC1)C(=O)OC(C)(C)C)C (R)-tert-butyl 4-((1-(4-(3-(2-hydroxyphenyl)-5-methyl-7,8-dihydro-5H-pyrido[3',4':4,5]pyrrolo[2,3-c]pyridazin-6(9H)-yl)cyclohexyl)piperidin-4-yl)methyl)piperazine-1-carboxylate